N-[4-[trans-(3-aminocyclobutyl)carbamoyl]-3-chloro-phenyl]-5-[1-(5-amino-2-pyridyl)-3-(trifluoromethyl)pyrazol-4-yl]-1-methyl-imidazole-2-carboxamide N[C@@H]1C[C@H](C1)NC(=O)C1=C(C=C(C=C1)NC(=O)C=1N(C(=CN1)C=1C(=NN(C1)C1=NC=C(C=C1)N)C(F)(F)F)C)Cl